C=CC=CC=C Hexatriene